2-tert-Butyl-6-(3-tert-butyl-2-hydroxy-5-methylbenzyl)-4-methylphenyl Acrylate C(C=C)(=O)OC1=C(C=C(C=C1CC1=C(C(=CC(=C1)C)C(C)(C)C)O)C)C(C)(C)C